N-(3-(3-(4-Fluorobenzyl)-4-oxo-3,4-dihydrophthalazin-1-yl)phenyl)ethanesulfonamide FC1=CC=C(CN2N=C(C3=CC=CC=C3C2=O)C=2C=C(C=CC2)NS(=O)(=O)CC)C=C1